(4-methyl-m-phenylene)-bis-(3,3-dimethyl-urea) CC1=C(C=C(C=C1)NC(=O)N(C)C)NC(=O)N(C)C